5-((2-chlorophenoxy)methyl)-1,3,4-thiadiazol-2-amine ClC1=C(OCC2=NN=C(S2)N)C=CC=C1